3-[6-(2-hydroxyethylsulfonyl)-1-oxo-isoindolin-2-yl]piperidine-2,6-dione OCCS(=O)(=O)C1=CC=C2CN(C(C2=C1)=O)C1C(NC(CC1)=O)=O